2-fluoro-3-chloro-5-bromobenzonitrile FC1=C(C#N)C=C(C=C1Cl)Br